FC1(CN(CCC12COC1=C3CN(C(C3=CC=C12)=O)[C@@H]1C(NC(CC1)=O)=O)CC=1C=C2CC(NC2=CC1)=O)F (3S)-3-(3',3'-difluoro-6-oxo-1'-((2-oxoindolin-5-yl)methyl)-6,8-dihydro-2H,7H-spiro[furo[2,3-e]isoindol-3,4'-piperidin]-7-yl)piperidine-2,6-dione